trans-Cyclohexane-1,4-diol [C@H]1(CC[C@H](CC1)O)O